tert-Butyl (R)-4-(6-((4-cyano-2-fluorophenoxy)methyl)-5-fluoropyridin-2-yl)-2-(hydroxymethyl)-2,5-dihydro-1H-pyrrole-1-carboxylate C(#N)C1=CC(=C(OCC2=C(C=CC(=N2)C2=C[C@@H](N(C2)C(=O)OC(C)(C)C)CO)F)C=C1)F